FC(OC=1C=C(C=CC1)C(COC(F)(F)F)=N[S@](=O)C(C)(C)C)F (R)-N-(1-(3-(difluoromethoxy)phenyl)-2-(trifluoromethoxy)ethylidene)-2-methylpropane-2-sulfinamide